C(#N)C=1C=C2C(N(C(=NC2=CC1)CC1=CC=C(C(=O)NO)C=C1)C)=O 4-[(6-cyano-3-methyl-4-oxo-3,4-dihydroquinazolin-2-yl)methyl]-N-hydroxybenzamide